(1R,2S,3R,4R,Z)-N-(4-fluoro-3-(trifluoromethyl)phenyl)-3-(2-methoxy-5-(pyridin-3-yl)benzamido)-7-(2,2,2-trifluoroethylidene)bicyclo[2.2.1]heptane-2-carboxamide FC1=C(C=C(C=C1)NC(=O)[C@H]1[C@H]/2CC[C@@H]([C@H]1NC(C1=C(C=CC(=C1)C=1C=NC=CC1)OC)=O)\C2=C/C(F)(F)F)C(F)(F)F